2-(4-(6-((4-chloro-2,5-difluorobenzyl)oxy)pyridin-2-yl)-2,5-difluorobenzyl)-1-(4,4-dimethyltetrahydrofuran-3-yl)-4-fluoro-1H-benzo[d]imidazole-6-carboxylic acid ClC1=CC(=C(COC2=CC=CC(=N2)C2=CC(=C(CC3=NC4=C(N3C3COCC3(C)C)C=C(C=C4F)C(=O)O)C=C2F)F)C=C1F)F